CCCCCCCC/C=C/CCCCCCCC(=O)NCCCN(C)C N-[3-(dimethylamino)propyl]octadec-9-enamide